N1-(6-(2,6-dichloro-3,5-dimethoxyphenyl)-2-(methylthio)pyrido[3,4-d]pyrimidin-8-yl)-N4,N4-dimethylbutane-1,4-diamine ClC1=C(C(=C(C=C1OC)OC)Cl)C1=CC2=C(N=C(N=C2)SC)C(=N1)NCCCCN(C)C